NC1=NC=2C=CC=CC2C2=C1N=C(N2OCCCCNC(CCCC2=CC=C(C=C2)I)=O)CCCC N-(4-((4-amino-2-butyl-1H-imidazo[4,5-c]quinolin-1-yl)oxy)butyl)-4-(4-iodophenyl)butanamide